COCOC1=C(C=CC(=C1)N1CCN(CC1)C)NC1=NC=2N(C(C=NC2C=N1)=O)C=1C=C(C=CC1)NC(C=C)=O N-(3-(2-((2-(methoxymethoxy)-4-(4-methyl-1-piperazinyl)phenyl)amino)-7-oxo-8(7H)-pteridinyl)phenyl)acrylamide